4-(2-methoxypyridin-4-yl)isoindolin-1-one COC1=NC=CC(=C1)C1=C2CNC(C2=CC=C1)=O